ClC=1C=C(C=CC1C#N)N1C[C@H](N(C[C@@H]1C)C(=O)NC=1C=NC(=NC1)N1CCC(CC1)CO)C (2R,5S)-4-(3-Chloro-4-cyanophenyl)-N-(2-(4-(hydroxymethyl)piperidin-1-yl)pyrimidin-5-yl)-2,5-dimethylpiperazine-1-carboxamide